CN(CCNC(=O)OC(C(=O)O)CCCCCCCC)C (((2-(dimethylamino)ethyl)carbamoyl)oxy)decanoic acid